C(C=C)(=O)OCCC[SiH2]C(OCC)OCC acryloxypropyldiethoxymethyl-silane